1-{1-[4-chloro-4'-(piperazin-1-yl)[1,1'-biphenyl]-2-yl]piperidin-3-yl}-5-(trifluoromethyl)-1H-pyrazole-4-carboxylic acid ethyl ester hydrochloride Cl.C(C)OC(=O)C=1C=NN(C1C(F)(F)F)C1CN(CCC1)C1=C(C=CC(=C1)Cl)C1=CC=C(C=C1)N1CCNCC1